6-{5-Chloro-2-[(oxan-4-yl)amino]pyrimidin-4-yl}-2-{2-[(2R,6S)-2,6-dimethylpiperidin-1-yl]-2-oxoethyl}-2,3-dihydro-1H-isoindol-1-on ClC=1C(=NC(=NC1)NC1CCOCC1)C1=CC=C2CN(C(C2=C1)=O)CC(=O)N1[C@@H](CCC[C@@H]1C)C